O-methyl-N-[1-methyl-2-(2,4,6-trichlorophenyl)ethyl]Hydroxylamine CONC(CC1=C(C=C(C=C1Cl)Cl)Cl)C